C(\C=C(/C)\CCC[C@H](C)CCC[C@H](C)CCCC(C)C)C1=CC(C2=CC=CC=C2C1=O)=O 3-PHYTYL-1,4-NAPHThOQUINONE